CN(C(=O)C1CCS(CC1)(=O)=O)[C@H](C(F)(F)F)C1=CC=C(C=C1)NC=1C=NN(C1C(F)(F)F)C (S)-N-methyl-N-(2,2,2-trifluoro-1-(4-((1-methyl-5-(trifluoromethyl)-1H-pyrazol-4-yl)amino)phenyl)ethyl)tetrahydro-2H-thiopyran-4-carboxamide 1,1-dioxide